(R)-(+)-2-diphenylphosphino-2'-Methoxy-1,1'-binaphthyl COC1=C(C2=CC=CC=C2C=C1)C3=C(C=CC4=CC=CC=C43)P(C5=CC=CC=C5)C6=CC=CC=C6